(S)- and (R)-2-((4-cyanophenethyl)amino)-N-(5-(1-methyl-1H-pyrazol-4-yl)pyrazin-2-yl)-2-phenylacetamide C(#N)C1=CC=C(CCN[C@H](C(=O)NC2=NC=C(N=C2)C=2C=NN(C2)C)C2=CC=CC=C2)C=C1 |r|